FC(C1=NN(C(=C1)C(F)F)CC(=O)N1CCC(CC1)C=1SC=C(N1)C1=NOC(C1)C1=C(C=CC=C1)OCC#C)F 2-[3,5-bis(difluoromethyl)-1H-pyrazol-1-yl]-1-[4-(4-{5-[2-(prop-2-yn-1-yloxy)-phenyl]-4,5-dihydro-1,2-oxazol-3-yl}-1,3-thiazol-2-yl)piperidin-1-yl]ethanone